(S)-(3-bromothieno[2,3-b]pyrazin-6-yl)(3,3-difluorocyclobutyl)methanol BrC1=CN=C2C(=N1)SC(=C2)[C@@H](O)C2CC(C2)(F)F